dimethyl-(3-nitro-phenyl)-amine CN(C1=CC(=CC=C1)[N+](=O)[O-])C